ClC1=C(C(=CC=C1)[N+](=O)[O-])N1CCC(CC1)(C)C 1-(2-chloro-6-nitro-phenyl)-4,4-dimethyl-piperidine